Cl.NCCSCCCN 3-β-aminoethylthiopropylamine hydrochloride